C1(CCCC1)N1CCN(CC1)C=1C=CC2=C(CN(CCC2(C)C)C(=O)C2=CC(=CC(=C2)Cl)Cl)C1 (8-(4-cyclopentylpiperazin-1-yl)-5,5-dimethyl-1,3,4,5-tetrahydro-2H-benzo[c]azepin-2-yl)(3,5-dichlorophenyl)methanone